6-[(4-methylbenzyl)oxy]-1,5-hexanediol CC1=CC=C(COCC(CCCCO)O)C=C1